(4-trifluoromethylphenyl-imino)-4-(2,4-difluorophenyl)thiazole FC(C1=CC=C(C=C1)N=S1C=NC(=C1)C1=C(C=C(C=C1)F)F)(F)F